C(#N)C1(CC1)C1=NC=CC(=C1)N1N(C(C=2C1=NC(=NC2)NC=2C=C1CCN(C(C1=CC2)(C)C)C(=O)OC(C)(C)C)=O)CC tert-butyl 6-((1-(2-(1-cyanocyclopropyl)pyridin-4-yl)-2-ethyl-3-oxo-2,3-dihydro-1H-pyrazolo[3,4-d]pyrimidin-6-yl)amino)-1,1-dimethyl-3,4-dihydroisoquinoline-2(1H)-carboxylate